C1\C=C\CCCCCCCCCCCC(=O)OC1=O trans-2-tetradecene-1,14-dicarboxylic anhydride